(S)-N-[(1R)-1-(6-chloropyridin-2-yl)but-3-en-1-yl]-2-methylpropane-2-sulfinamide ClC1=CC=CC(=N1)[C@@H](CC=C)N[S@@](=O)C(C)(C)C